NC1=C(C(=NN1C(C)C)C1=CC=C(C=C1)CC(NC1=NC=CC(=C1)C(F)(F)F)=O)C(=O)N 5-Amino-1-isopropyl-3-(4-(2-oxo-2-((4-(trifluoromethyl)pyridin-2-yl)amino)ethyl)phenyl)-1H-pyrazole-4-carboxamide